Methyl 7-methoxyimidazo[1,2-a]pyridine-6-carboxylate COC1=CC=2N(C=C1C(=O)OC)C=CN2